6-chloro-7-pyrimidin-5-yl-1H-indole-3-sulfonyl chloride ClC1=CC=C2C(=CNC2=C1C=1C=NC=NC1)S(=O)(=O)Cl